BrC1=CC(=C(CN2C(C=CC3=CN=C4C(=C23)C=CC(=N4)OCC)=O)C(=C1)F)F 1-(4-Bromo-2,6-difluorobenzyl)-8-ethoxypyrido[2,3-H][1,6]naphthyridin-2(1H)-one